1,1,2,3,3,3-hexafluoropropylmethyl ether FC(C(C(F)(F)F)F)(F)OC